CCC(CC)(C=1OC[C@@H](N1)C1=CC=CC=C1)C=1OC[C@@H](N1)C1=CC=CC=C1 (4S,4'S)-2,2'-(pentane-3,3-diyl)bis(4-phenyl-4,5-dihydro-oxazole)